N2-(((9H-fluoren-9-yl)methoxy)carbonyl)-N5-(((2S,3R,4R,5S,6S)-6-carbamoyl-3,4,5-trihydroxytetrahydro-2H-pyran-2-yl)methyl)-L-glutamine C1=CC=CC=2C3=CC=CC=C3C(C12)COC(=O)N[C@@H](CCC(NC[C@@H]1O[C@@H]([C@H]([C@@H]([C@H]1O)O)O)C(N)=O)=O)C(=O)O